2-(5-phenylthiophen-2-yl)-N-(2-(piperidin-1-yl)ethyl)acetamide C1(=CC=CC=C1)C1=CC=C(S1)CC(=O)NCCN1CCCCC1